CC1OC(CN(C1)C1=CC(=C(C=C1)NC1CC2(CC(C2)NC(OC(C)(C)C)=O)C1)C)C tert-butyl (6-((4-(2,6-dimethylmorpholino)-2-methylphenyl)amino)spiro[3.3]heptan-2-yl)carbamate